ClC=1C(=NC(=NC1)N[C@H]1[C@H](COCC1)O)C=1C=C2C(=C(C=NC2=C(C1)F)[C@@]1(COCC1)O)C(C)C (3R,4R)-4-((5-chloro-4-(8-fluoro-3-((S)-3-hydroxytetrahydrofuran-3-yl)-4-isopropylquinolin-6-yl)pyrimidin-2-yl)amino)tetrahydro-2H-pyran-3-ol